1-((3R,5S,8R,9R,10S,13S,14S,17S)-13-ethyl-3-hydroxy-3-(methoxymethyl)hexadecahydro-1H-cyclopenta[a]phenanthren-17-yl)ethan-1-one C(C)[C@@]12[C@H](CC[C@H]1[C@@H]1CC[C@H]3C[C@](CC[C@@H]3[C@H]1CC2)(COC)O)C(C)=O